glyoxal-bis(mesitylimine) C1(=C(C(=CC(=C1)C)C)N=CC=NC1=C(C=C(C=C1C)C)C)C